6,7-dihydro-5H-pyrrolo[1,2-b][1,2,4]triazol N1=C2N(N=C1)CCC2